C(C)(C)(C)OC(=O)N1CCN(CCC1)C(C1=CC(=C(C=C1)OC)N1C(NC(CC1)=O)=O)=O 4-(3-(2,4-Dioxotetrahydropyrimidin-1(2H)-yl)-4-methoxybenzoyl)-1,4-diazacycloheptane-1-carboxylic acid tert-butyl ester